C1(CC1)C1=C(C(=C2C(=N1)CCC2)NC(=O)N=[S@](=O)(N)C2=CN=C(S2)C(C)(C)O)C (R)-N'-((2-cyclopropyl-3-methyl-6,7-dihydro-5H-cyclopenta[b]pyridin-4-yl)carbamoyl)-2-(2-hydroxypropan-2-yl)thiazole-5-sulfonimidamide